CC1=C(C(=CC=C1)C)C(C=C(SC)SC)=O 1-(2,6-dimethylphenyl)-3,3-bis(methylsulfanyl)prop-2-en-1-one